7-(tert-butoxycarbonyl)-2-(1-((R)-2-hydroxypropyl)-1H-indazol-5-yl)-6-methyl-3-oxo-2,3,5,6,7,8-hexahydroimidazo[1,5-a]pyrazine-1-carboxylic acid C(C)(C)(C)OC(=O)N1CC=2N(CC1C)C(N(C2C(=O)O)C=2C=C1C=NN(C1=CC2)C[C@@H](C)O)=O